tert-butyl 2-((1,2,3,4-tetrahydroquinolin-8-yl) methyl)-2,7-diazaspiro[3.5]nonane-7-carboxylate N1CCCC2=CC=CC(=C12)CN1CC2(C1)CCN(CC2)C(=O)OC(C)(C)C